ClC=1C=C(C=C(C1O)F)C=1N=C2C(=C(C=NC2=CC1)C(C)=O)NC1CCC(CC1)CN(C)C 1-(6-(3-chloro-5-fluoro-4-hydroxyphenyl)-4-((4-((dimethylamino)methyl)cyclohexyl)-amino)-1,5-naphthyridin-3-yl)ethanone